2-methylindole-3-ethylamine CC=1NC2=CC=CC=C2C1CCN